C1(CC1)C=C1CC=C(C#N)C=C1 4-(cyclopropylmethylene)benzonitrile